5-Amino-1,3-dimethyl-6-(2-methylpyridin-4-yl)-1,3-dihydro-2H-benzo[d]imidazol-2-one NC1=CC2=C(N(C(N2C)=O)C)C=C1C1=CC(=NC=C1)C